6-(3'-(((cyclopropylmethyl)amino)methyl)-[1,1'-biphenyl]-4-yl)-2-methyl-1H-benzo[d]imidazole-4-carboxylic acid C1(CC1)CNCC=1C=C(C=CC1)C1=CC=C(C=C1)C=1C=C(C2=C(NC(=N2)C)C1)C(=O)O